N-(4-benzooxazole-2-yl-phenyl)-N,N-bis{4-(2-phenyl-benzooxazole-6-yl)-phenyl}-amine O1C(=NC2=C1C=CC=C2)C2=CC=C(C=C2)N(C2=CC=C(C=C2)C2=CC1=C(N=C(O1)C1=CC=CC=C1)C=C2)C2=CC=C(C=C2)C2=CC1=C(N=C(O1)C1=CC=CC=C1)C=C2